ethyl 4-methyl-5-ethoxy-1,3-oxazole-2-carboxylate CC=1N=C(OC1OCC)C(=O)OCC